2-[1H-Benzimidazol-2-yl-(5-fluoro-2-hydroxy-phenyl)methyl]-6-[4-(1-methylazetidin-3-yl)oxyphenyl]isoindolin-1-one, dihydrochloride Cl.Cl.N1C(=NC2=C1C=CC=C2)C(N2C(C1=CC(=CC=C1C2)C2=CC=C(C=C2)OC2CN(C2)C)=O)C2=C(C=CC(=C2)F)O